ethyl P-(4-(5-(chlorodifluoromethyl)-1,2,4-oxadiazol-3-yl)phenyl)-N-ethylphosphonamidate ClC(C1=NC(=NO1)C1=CC=C(C=C1)P(OCC)(=O)NCC)(F)F